(1S,3R,4S)-5,5-difluoro-N-((R,E)-4-fluoro-4-(methylsulfonyl)-1-((S)-2-oxopyrrolidin-3-yl)but-3-en-2-yl)-2-(9-hydroxy-9H-fluorene-9-carbonyl)-2-azabicyclo[2.2.2]octane-3-carboxamide FC1([C@@H]2[C@@H](N([C@H](C1)CC2)C(=O)C2(C1=CC=CC=C1C=1C=CC=CC21)O)C(=O)N[C@H](C[C@H]2C(NCC2)=O)\C=C(\S(=O)(=O)C)/F)F